NC1=C2C(=NC=N1)N(N=C2C(=O)O)[C@H]2CN(CCC2)C(=O)OC(C)(C)C (R)-4-amino-1-(1-(t-butoxycarbonyl)piperidin-3-yl)-1H-pyrazolo[3,4-d]pyrimidine-3-carboxylic acid